[N+](=O)(O)[O-].O Water Nitrate